[N-]1C(CC2=CC=CC=C12)=O Indolidone